CC(C)(C)[S@](=O)N[C@@H](CC1=NC(=CC=C1C)S(=O)(=O)C)C1=C(C=CC=C1)C1=NOC2=C1C=CC(=C2)C (S)-2-methyl-N-{(S)-2-(3-methyl-6-methylsulfonylpyridine-2-yl)-1-[2-(6-methylbenzo[d]isoxazol-3-yl)phenyl]ethyl}propane-2-sulfinamide